N-(3-fluoro-4-((7-(2-morpholinoethoxy)-6-(trifluoromethyl)quinolin-4-yl)oxy)phenyl)-5-(4-fluorophenyl)-6-oxo-2,3,5,6-tetrahydrofuro[3,2-c]pyridine-7-carboxamide FC=1C=C(C=CC1OC1=CC=NC2=CC(=C(C=C12)C(F)(F)F)OCCN1CCOCC1)NC(=O)C1=C2C(=CN(C1=O)C1=CC=C(C=C1)F)CCO2